F[P-](F)(F)(F)(F)F.[N+]=1(NN=CC1)[O-] triazol-1-oxide hexafluorophosphate